CC=1C=C(C=CC1C)C1=CC=C(N=N1)C(=O)NC1CS(C=C1)(=O)=O 6-(3,4-dimethylphenyl)-N-(1,1-dioxido-2,3-dihydrothiophen-3-yl)pyridazine-3-carboxamide